fructosyl alcohol OCC1([C@@H](O)[C@H](O)[C@H](O1)CO)O